N-(2-cyclopropyl-1H-pyrrolo[3,2-c]pyridin-6-yl)-1-methyl-1H-pyrazole-4-carboxamide C1(CC1)C1=CC=2C=NC(=CC2N1)NC(=O)C=1C=NN(C1)C